C(C1=CC=CC=C1)O[C@]1(C2=NN=C(C=3C(=CC(=C(O[C@@H](CC4CC4CC1)C)N3)C(F)(F)F)N)O2)C(F)(F)F (6R,13R)-6-Benzyloxy-13-methyl-6,16-bis(trifluoromethyl)-14,20-dioxa-3,4,19-triazatetracyclo[13.3.1.12,5.09,11]icosa-1(19),2,4,15,17-pentaen-18-amine